FC(C=1N=C2N(CCN(C2)C2=CC=CC(=N2)S(=O)(=O)N)C1)(F)F 6-(2-(trifluoromethyl)-5,6-dihydroimidazo[1,2-a]Pyrazin-7(8H)-yl)pyridine-2-sulfonamide